FC=1C=C(C(=O)O)C=CC1S(NC=1C(=NC=C(C1)C=1C=C2C(=NC=NC2=CC1)N1CCN(CC1)C(\C=C\C(C)=O)=O)OC)(=O)=O (E)-3-fluoro-4-(N-(2-methoxy-5-(4-(4-(4-oxopent-2-enoyl)piperazin-1-yl)quinazolin-6-yl)pyridin-3-yl)sulfamoyl)benzoic acid